CCCCCCCCC(=O)SCCNC(=O)CCNC(=O)[C@@H](C(C)(C)COP(=O)(O)OP(=O)(O)OC[C@@H]1[C@H]([C@H]([C@@H](O1)N2C=NC3=C(N=CN=C32)N)O)OP(=O)(O)O)O The molecule is a medium-chain fatty acyl-CoA that results from the formal condensation of the thiol group of coenzyme A with the carboxy group of nonanoic acid. It derives from a nonanoic acid and a coenzyme A. It is a conjugate acid of a nonanoyl-CoA(4-).